3-ethylsulfonyl-6-(1,2,4-triazol-1-yl)pyridine-2-carboxylic acid C(C)S(=O)(=O)C=1C(=NC(=CC1)N1N=CN=C1)C(=O)O